[Ba].[Y] yttrium-barium